N-(3-methoxynaphthalen-1-yl)-1,1-diphenylmethanimine COC=1C=C(C2=CC=CC=C2C1)N=C(C1=CC=CC=C1)C1=CC=CC=C1